2-(1H-benzotriazol-2-yloxy)-N-(4-cyclopentyl-phenyl)-5-trifluoromethanesulfonyl-benzamide N1N(NC2=C1C=CC=C2)OC2=C(C(=O)NC1=CC=C(C=C1)C1CCCC1)C=C(C=C2)S(=O)(=O)C(F)(F)F